CN1N=C(C(=C1)NC1=NNC2=CC(=CC=C12)[C@@H]1C[C@@]12C(NC1=CC=C(C=C21)OC)=O)C (1r,2s)-2-{3-[(1,3-dimethylpyrazol-4-yl)amino]-1H-indazol-6-yl}-5'-methoxy-1'H-spiro[cyclopropan-1,3'-indol]-2'-one